9,9-bis[4-(2-amino-3-methylphenoxy)-3-methylphenyl]fluorene ammonium [NH4+].NC1=C(OC2=C(C=C(C=C2)C2(C3=CC=CC=C3C=3C=CC=CC23)C2=CC(=C(C=C2)OC2=C(C(=CC=C2)C)N)C)C)C=CC=C1C